tris[di(3,5-dimethylphenyl)phosphinomethyl]ethane CC=1C=C(C=C(C1)C)P(C1=CC(=CC(=C1)C)C)CC(C)(CP(C1=CC(=CC(=C1)C)C)C1=CC(=CC(=C1)C)C)CP(C1=CC(=CC(=C1)C)C)C1=CC(=CC(=C1)C)C